2-(4-bromo-1H-pyrazol-1-yl)propionamide BrC=1C=NN(C1)C(C(=O)N)C